tert-butyl (2S)-2-(8-(1-(benzyloxy)ethyl)-6-chloro-4-cyclopropyl-1,1-dioxido-3,4-dihydro-2H-benzo[e][1,2,4]thiadiazin-2-yl)-3-(6-fluoro-2,3-dimethylphenyl)butanoate C(C1=CC=CC=C1)OC(C)C1=CC(=CC=2N(CN(S(C21)(=O)=O)[C@H](C(=O)OC(C)(C)C)C(C)C2=C(C(=CC=C2F)C)C)C2CC2)Cl